C(C=C)(=O)OC1CCCC2=CC=CC=C12 tetrahydronaphthalenyl acrylate